4-hydroxy-3-nitro-5,6,7,8-tetrahydro-1H-quinoline OC1=C(CNC=2CCCCC12)[N+](=O)[O-]